S(N)(OC[C@@H]1[C@H](C[C@@H](C1)NC1=NC=NC=C1C(=O)C=1SC(=C(C1)CC1=CC(=CC=C1)Cl)C)O)(=O)=O {(1R,2S,4R)-4-[(5-{[4-(3-chlorobenzyl)-5-methyl-2-thienyl]carbonyl}pyrimidin-4-yl)amino]-2-hydroxycyclopentyl}methyl sulfamate